O1CCN(CC1)C(CNC(CN(CC(=O)NCCCCCC(=O)OCC1=CC=CC=C1)CC(NCC(N1CCOCC1)=O)=O)=O)=O Benzyl 6-(2-(bis(2-((2-morpholino-2-oxoethyl)amino)-2-oxoethyl)amino)acetamido)hexanoate